4-cyclopropyl-3-(N-(4-fluoro-5-(1-methyl-1,2,4-triazol-5-yl)-2-(pyrrol-1-yl)phenyl)sulfamoyl)benzoic acid C1(CC1)C1=C(C=C(C(=O)O)C=C1)S(NC1=C(C=C(C(=C1)C1=NC=NN1C)F)N1C=CC=C1)(=O)=O